C1(CC1)CNC1=C2C(=NC=3C=C(C(=CC13)OC)OCCCCC(C)O)CCC2 6-((9-((cyclopropylmethyl)amino)-7-methoxy-2,3-dihydro-1H-cyclopenta[b]quinolin-6-yl)oxy)hexan-2-ol